C(C1=CC=CC=C1)OC=1C(C=CN2N([C@H]3N(C(C21)=O)CCOC3)C3C2=C(SCC1=C3C=CC(=C1F)F)SC=C2)=O (12aR)-7-benzyloxy-12-(7,8-difluoro-4,9-dihydrothieno[2,3-c][2]benzothiepin-4-yl)-3,4,12,12a-tetrahydro-1H-[1,4]oxazino[3,4-c]pyrido[2,1-f][1,2,4]triazine-6,8-dione